FC(C=1C=C(C=CC1)/C=C/C(=O)C1=CC=C(C=C1)S(=O)(=O)NCC(=O)O)(F)F 2-[[4-[(E)-3-[3-(Trifluoromethyl)phenyl]prop-2-enoyl]phenyl]sulfonylamino]acetic acid